1-[(2-chlorobenzyl)sulfonyl]piperidin ClC1=C(CS(=O)(=O)N2CCCCC2)C=CC=C1